[(2S,4R)-4-methylpyrrolidin-2-yl]methanol C[C@@H]1C[C@H](NC1)CO